CSC1=CSC2=C1NC(NC2=O)=O 7-methylthiothieno[3,2-d]-pyrimidine-2,4(1H,3H)-dione